Methyl 7-((5-fluoro-2-methoxybenzamido)methyl)-2-oxo-1,3-bis((2-(trimethylsilyl)ethoxy)methyl)-2,3-dihydro-1H-benzo[d]imidazole-4-carboxylate FC=1C=CC(=C(C(=O)NCC2=CC=C(C3=C2N(C(N3COCC[Si](C)(C)C)=O)COCC[Si](C)(C)C)C(=O)OC)C1)OC